1,7-Bis(1,4-Dimethoxy-3-methylnaphthalen-2-yl)-5-Hydroxyhepta-1,4,6-trien-3-one COC1=C(C(=C(C2=CC=CC=C12)OC)C)C=CC(C=C(C=CC1=C(C2=CC=CC=C2C(=C1C)OC)OC)O)=O